FC(C1=NC(=NC(=C1)C)SC)(C1CCC(CC1)N=C=O)F 4-(difluoro((1r,4r)-4-isocyanatocyclohexyl)methyl)-6-methyl-2-(methylthio)pyrimidine